C(#N)C1(CC1)CN1C=NC=2C1=NC=CC2 3-((1-cyanocyclopropyl)methyl)-3H-imidazo[4,5-b]Pyridine